C(CC)(=O)OC1=C(C(=C(C(=C1)C(C)(C)C)O)C)CCC1=C(C=C(C(=C1C)O)C(C)(C)C)O ethylenebis(3-methyl-hydroxy-5-tert-butylphenol) propionate